oleate Ammonium [NH4+].C(CCCCCCC\C=C/CCCCCCCC)(=O)[O-]